6-methyl-p-phenyl-p-phenylenediamine CC1=CC(CC=C1N)(N)C1=CC=CC=C1